(S)-5-((1-(1-Acrylpyrrolidin-3-yl)-4-amino-7-chloro-1H-pyrazolo[4,3-c]pyridin-3-yl)ethynyl)isophthalonitrile C(=O)(C=C)N1C[C@H](CC1)N1N=C(C=2C(=NC=C(C21)Cl)N)C#CC=2C=C(C=C(C#N)C2)C#N